N-{(2S,3R)-4,4-difluoro-1-(3-fluorocyclobutane-1-carbonyl)-2-[(2,2',5'-trifluoro[1,1'-biphenyl]-3-yl)methyl]pyrrolidin-3-yl}methanesulfonamide FC1([C@@H]([C@@H](N(C1)C(=O)C1CC(C1)F)CC=1C(=C(C=CC1)C1=C(C=CC(=C1)F)F)F)NS(=O)(=O)C)F